(R)-5-((6-fluoro-2-methylpyridin-3-yl)oxy)-3-methyl-N-(3-(S-methylamino-sulfinyl)phenyl)-2-(trifluoromethyl)isonicotinamide FC1=CC=C(C(=N1)C)OC1=CN=C(C(=C1C(=O)NC1=CC(=CC=C1)[S@@](=O)NC)C)C(F)(F)F